C(C)(=O)O[C@@H](C(=O)OCC)CC1=C(C=CC(=C1)CC(=O)OC(C)(C)C)OCC1=NC(=NC=C1)C1=C(C=CC=C1)OC (R)-ethyl 2-acetoxy-3-(5-(2-(tert-butoxy)-2-oxoethyl)-2-((2-(2-methoxyphenyl)pyrimidin-4-yl)methoxy)phenyl)propanoate